FC1=CC=C(C=C1)C1=C(C=C(C=C1)C([C@@H](C)OC1OCCCC1)=O)C(F)(F)F (2R)-1-[4'-fluoro-2-(trifluoromethyl)[biphenyl]-4-yl]-2-(tetrahydro-2H-pyran-2-yloxy)propan-1-one